N-(3-(5-(((2R,3S)-1-propenyl-3-methoxypyrrolidin-2-yl)methoxy)-6-aminopyrimidin-4-yl)-5-fluoro-2-methylphenyl)-4-cyclopropyl-2-fluorobenzamide C(=CC)N1[C@@H]([C@H](CC1)OC)COC=1C(=NC=NC1N)C=1C(=C(C=C(C1)F)NC(C1=C(C=C(C=C1)C1CC1)F)=O)C